6-(3-(Dimethylamino)phenyl)-5,7-dimethyl-2-(pyridin-2-yl)-2,6-dihydro-1H-pyrrolo[3,4-d]pyridazin-1-one CN(C=1C=C(C=CC1)N1C(=C2C(N(N=CC2=C1C)C1=NC=CC=C1)=O)C)C